Thenoyltrifluoroaceton C1(=CC=CS1)C(=O)CC(=O)C(F)(F)F